1,1,1,3,3,3-hexafluoropropan-2-yl (S)-1-((6-methylpyridazin-3-yl)carbamoyl)-6-azaspiro[2.5]octane-6-carboxylate CC1=CC=C(N=N1)NC(=O)[C@H]1CC12CCN(CC2)C(=O)OC(C(F)(F)F)C(F)(F)F